(1-Benzylpiperidin-4-yl)-N-(2,4,6-trimethylphenyl)acetamide C(C1=CC=CC=C1)N1CCC(CC1)CC(=O)NC1=C(C=C(C=C1C)C)C